16-Hydroxy-octacosanoic acid OC(CCCCCCCCCCCCCCC(=O)O)CCCCCCCCCCCC